methyl-2-oxo-N5-(2-phenylcyclobutyl)-1,2-dihydropyridine-3,5-dicarboxamide CN1C(C(=CC(=C1)C(=O)NC1C(CC1)C1=CC=CC=C1)C(=O)N)=O